CC(=CC(=O)O)C.C(C)O.C(C)O (diethanol) dimethylacrylate